2-((2-(pyridin-2-ylethynyl)phenyl)amino)naphthalene-1,4-dione N1=C(C=CC=C1)C#CC1=C(C=CC=C1)NC=1C(C2=CC=CC=C2C(C1)=O)=O